COC1=C(C=CC=C1C1=NN(C=N1)C)NC1=C(C=NC(=C1)NC1=NN(C=C1)C1CC(C1)OC)C(CC)=O 1-(4-((2-methoxy-3-(1-methyl-1H-1,2,4-triazol-3-yl)phenyl)amino)-6-((1-(3-methoxycyclobutyl)-1H-pyrazol-3-yl)amino)pyridin-3-yl)propan-1-one